[13CH2]([13C@H]([13C@H]([13C@@H]([13C@H]([13CH2]O)O)O)O)O)O D-sorbitol-13C6